Benzyl(2-(bromomethyl)-4-methylphenyl)sulfane C(C1=CC=CC=C1)SC1=C(C=C(C=C1)C)CBr